N-cyclopentyl-4-nitro-2-(2H-tetrazol-5-yl)benzamide C1(CCCC1)NC(C1=C(C=C(C=C1)[N+](=O)[O-])C=1N=NNN1)=O